(S)-α-N-methylaminopropionate CN[C@H](C(=O)[O-])C